6-amino-7-fluoro-1,2,3,4-tetrahydroquinolin-2-one NC=1C=C2CCC(NC2=CC1F)=O